5-(2-chloro-5-fluoropyrimidin-4-yl)-3-fluoro-1-isobutylpyridin-2(1H)-one ClC1=NC=C(C(=N1)C=1C=C(C(N(C1)CC(C)C)=O)F)F